tert-butyl (2-(oxazol-5-yl)ethyl)carbamate O1C=NC=C1CCNC(OC(C)(C)C)=O